3-(methacryloyloxy)propanesulfonyl chloride C(C(=C)C)(=O)OCCCS(=O)(=O)Cl